3-methoxy-7-(6-methyl-3-{1-[(2-methyltetrahydrofuran-2-yl)methyl]-1H-pyrazol-4-yl}pyridin-2-yl)cinnoline COC=1N=NC2=CC(=CC=C2C1)C1=NC(=CC=C1C=1C=NN(C1)CC1(OCCC1)C)C